FC(C1=NNC=C1C=1C=C2C=CN(C(C2=CC1)=O)CC=1C=C(C(=O)NCC2CCOCC2)C=C(C1)F)F 3-((6-(3-(difluoromethyl)-1H-pyrazol-4-yl)-1-oxoisoquinolin-2(1H)-yl)methyl)-5-fluoro-N-((tetrahydro-2H-pyran-4-yl)methyl)benzamide